Methyl (S,E)-4-((5-(6-(2,6-difluoro-3,5-dimethoxyphenyl)-4,5,6,7-tetrahydro-1H-indazol-3-yl)-1-methyl-1H-pyrazol-4-yl)amino)-4-oxobut-2-enoate FC1=C(C(=C(C=C1OC)OC)F)[C@H]1CCC=2C(=NNC2C1)C1=C(C=NN1C)NC(/C=C/C(=O)OC)=O